2-(1-(7-Bromo-2,3-dihydrobenzofuran-4-yl)ethyl)-1-((1-(fluoromethyl)cyclopropyl)methyl)-1H-benzo[d]imidazole-6-carboxylic acid methyl ester COC(=O)C=1C=CC2=C(N(C(=N2)C(C)C2=CC=C(C3=C2CCO3)Br)CC3(CC3)CF)C1